(E)-4-(3-((2-acetoxyethyl)thio)-3-phenylprop-1-en-1-yl)-5-methoxy-1,2-phenylene diacetate C(C)(=O)OC1=C(C=C(C(=C1)OC)\C=C\C(C1=CC=CC=C1)SCCOC(C)=O)OC(C)=O